2-(((S)-1-(((S)-1,1-bis(4-ethoxyphenyl)propan-2-yl)amino)-4-methyl-1-oxopentan-2-yl)carbamoyl)-4-methoxypyridin-3-yl ethyl carbonate C(OC=1C(=NC=CC1OC)C(N[C@H](C(=O)N[C@H](C(C1=CC=C(C=C1)OCC)C1=CC=C(C=C1)OCC)C)CC(C)C)=O)(OCC)=O